3,6-dimethylundec-5-enal CC(CC=O)CC=C(CCCCC)C